CC1=CC(=NN1CC(=O)N2CCC(CC2)C3=NC(=CS3)C4=NO[C@H](C4)C5=C(C=CC=C5F)F)C(F)(F)F The molecule is a 1-(4-{4-[5-(2,6-difluorophenyl)-4,5-dihydro-1,2-oxazol-3-yl]-1,3-thiazol-2-yl}piperidin-1-yl)-2-[5-methyl-3-(trifluoromethyl)-1H-pyrazol-1-yl]ethanone that has R configuration at position 5 of the 4,5-dihydro-1,2-oxazole ring. It is an enantiomer of a (S)-oxathiapiprolin.